(±)-cis-N-(6-bromo-8-chloroisoquinolin-3-yl)-2-cyanocyclopropane-1-carboxamide BrC=1C=C2C=C(N=CC2=C(C1)Cl)NC(=O)[C@H]1[C@H](C1)C#N |r|